P(=O)(OCCOCC(CCCC)CC)(OCCOCC(CCCC)CC)[O-].[Na+] sodium di[(2-ethylhexyloxy) ethyl] phosphate